Cl.C1=NC=CC2=C(C=CC=C12)C1=CC=C(S1)CN1C(NN=C1)=O 4-[5-(isoquinolin-5-yl)thiophen-2-yl]methyl-2,4-dihydro-3H-1,2,4-triazol-3-one hydrochloride